4-ethyl-3-(N-(2-(5-methoxythiophen-2-yl)-5-(trifluoromethyl)phenyl)sulfamoyl)-benzoic acid C(C)C1=C(C=C(C(=O)O)C=C1)S(NC1=C(C=CC(=C1)C(F)(F)F)C=1SC(=CC1)OC)(=O)=O